COCOC1=C(C=CC=C1)C1=CC2=C(N=N1)NC1=C2C(N(CC1)C1=NC=C(C=N1)N1CC2(CCN(C2)C(=O)OC(C)(C)C)CC1)C Tert-butyl 7-(2-(3-(2-(methoxymethoxy)phenyl)-5-methyl-7,8-dihydro-5H-pyrido[3',4':4,5]pyrrolo[2,3-c]pyridazin-6(9H)-yl)pyrimidin-5-yl)-2,7-diazaspiro[4.4]nonane-2-carboxylate